C(#N)C1=CC(=C(C=C1)COC1=CC=CC(=N1)C1CCN(CC1)CC1=NC2=C(N1C[C@H]1OCC1)C=C(C=C2)C(=O)O)F 2-[(4-{6-[(4-cyano-2-fluorophenyl)methoxy]pyridin-2-yl}piperidin-1-yl)methyl]-1-{[(2S)-oxetan-2-yl]methyl}-1H-benzimidazole-6-carboxylic acid